1-(4-Cyclohexylbutyl)-3-(1-(4-phenylbutyl)piperidin-4-yl)-1H-benzo[d]imidazol-2(3H)-one C1(CCCCC1)CCCCN1C(N(C2=C1C=CC=C2)C2CCN(CC2)CCCCC2=CC=CC=C2)=O